2-bromoethan BrCC